2-(2-hydroxypentan-3-yl)-4-(4-(4-(4-(4,4,5,5-tetramethyl-1,3,2-dioxaborolan-2-yl)phenyl)piperazin-1-yl)phenyl)-2,4-dihydro-3H-1,2,4-triazol-3-one OC(C)C(CC)N1N=CN(C1=O)C1=CC=C(C=C1)N1CCN(CC1)C1=CC=C(C=C1)B1OC(C(O1)(C)C)(C)C